CC(CC(=O)OCC1=C(C(=C(C(=C1F)F)COC)F)F)(C=CC(C)=O)C 4-methoxymethyl-2,3,5,6-tetrafluorobenzyl 3,3-dimethyl-6-oxo-4-heptenoate